2-(2-(3-((5-(3-fluorophenyl)pyrimidin-2-yl)amino)benzamido)ethyl)benzoic acid FC=1C=C(C=CC1)C=1C=NC(=NC1)NC=1C=C(C(=O)NCCC2=C(C(=O)O)C=CC=C2)C=CC1